4,6-dichloro-2-(4-((2,2,2-trifluoroethyl)sulfonyl)benzyl)-5-(2-(trifluoromethoxy)phenyl)-1H-benzo[d]imidazole ClC1=C(C(=CC=2NC(=NC21)CC2=CC=C(C=C2)S(=O)(=O)CC(F)(F)F)Cl)C2=C(C=CC=C2)OC(F)(F)F